BrCC[Se][Se]CCBr 2-bromoethyl diselenide